[F-].C(CCCCCCCCC)[N+]1(C=CC=C1)CCCC 1-decyl-1-butylpyrrolium fluoride